N-{(S)-1-carbonyl-1-{{(S)-1-carbonyl-3-[(S)-2-carbonylpyrrolidin-3-yl]propan-2-yl}amino}-3-3-fluorophenylpropan-2-yl}-benzimidazole-2-carboxamide C(=O)=C([C@H](CC1=CC(=CC=C1)F)NC(=O)C=1NC2=C(N1)C=CC=C2)N[C@H](C=C=O)C[C@H]2C(NCC2)=C=O